ClC1=C(C=CC=C1Cl)SC1=CN=C(N=N1)N1CCC2([C@@H]([C@@H](OC2)C)N)CC1 (3S,4S)-8-(6-((2,3-dichlorophenyl)thio)-1,2,4-triazin-3-yl)-3-methyl-2-oxa-8-azaspiro[4.5]decan-4-amine